Para-iodo-phenylalanine IC1=CC=C(C[C@H](N)C(=O)O)C=C1